(S)-N4-(5-(1-(2-oxa-6-azaspiro[3.3]heptan-6-yl)ethyl)pyridin-2-yl)-N6-(5-fluoro-3-(methylsulfonyl)pyridin-2-yl)pyrimidine-4,6-diamine C1OCC12CN(C2)[C@@H](C)C=2C=CC(=NC2)NC2=NC=NC(=C2)NC2=NC=C(C=C2S(=O)(=O)C)F